FC=1C=C2[C@@H]3CCCN3C=3C=CN4N=CC(NC([C@@H](CCC2=NC1)C)=O)=C4N3 (6S,15R)-9-fluoro-15-methyl-2,11,17,20,21,24-hexaazapentacyclo[16.5.2.02,6.07,12.021,25]pentacosane-1(24),7,9,11,18(25),19,22-heptaene-16-one